((2S,3R,4R)-4-(4-butylbenzyl)-2-(3,4-dimethoxyphenyl)tetrahydrofuran-3-yl)methyl-2-methylbut-2-enoate C(CCC)C1=CC=C(C[C@@H]2[C@@H]([C@H](OC2)C2=CC(=C(C=C2)OC)OC)COC(C(=CC)C)=O)C=C1